4-((2-propyl-4-(2,2,2-trifluoroacetyl)piperazin-1-yl)sulfonyl)benzenesulfonyl chloride C(CC)C1N(CCN(C1)C(C(F)(F)F)=O)S(=O)(=O)C1=CC=C(C=C1)S(=O)(=O)Cl